{4-[2-(bis-carboxymethyl-amino)-ethyl]-7-carboxymethyl-[1,4,7]triazonin-1-yl}acetic acid C(=O)(O)CN(CCN1C=CN(C=CN(C=C1)CC(=O)O)CC(=O)O)CC(=O)O